C(C)C1N(C1)C(CC(=O)[O-])(N1C(C1)CC)N1C(C1)CC tris[2-ethyl-(1-aziridinyl)]propionate